N1C(=CC=C1)C1=CC(C2=CC=CC=C12)[Ti](C)(C)NC(C)(C)C 3-pyrrolylindenyl-tert-butylamino-dimethyltitanium